BrC=1C(=C(C=CC1)CC1NCCC1O)F 2-[(3-bromo-2-fluorophenyl)methyl]pyrrolidin-3-ol